N-{4-[(5,7-dimethoxyquinazolin-4-yl)amino]-3-fluorophenyl}-2-[4-(propan-2-yl)-1H-1,2,3-triazol-1-yl]acetamide COC1=C2C(=NC=NC2=CC(=C1)OC)NC1=C(C=C(C=C1)NC(CN1N=NC(=C1)C(C)C)=O)F